3-iodo-4-methylaniline IC=1C=C(N)C=CC1C